ClC1=C(C(=CC=C1)F)NC(C(=O)N1CC2(CC2)C[C@H]1C(=O)N[C@@H](C[C@H]1C(NCC1)=O)C(COC(F)(F)F)=O)=O (S)-5-(2-((2-chloro-6-fluorophenyl)amino)-2-oxoacetyl)-N-((S)-3-oxo-1-((S)-2-oxopyrrolidin-3-yl)-4-(trifluoromethoxy)butan-2-yl)-5-azaspiro[2.4]heptane-6-carboxamide